NC=1C(N(C(N(N1)C1=CC(=C(C(=C1)C)CC=1C=C2C(=CN1)N(C=C2C(C)C)S(=O)(=O)C2=CC=C(C=C2)C)C)=O)COCC2=CC=CC=C2)=O 6-amino-4-(benzyloxymethyl)-2-[4-[[3-isopropyl-1-(p-tolylsulfonyl)pyrrolo[2,3-c]pyridine-5-yl]methyl]-3,5-dimethyl-phenyl]-1,2,4-triazine-3,5-dione